2-((4-cyano-2-fluorobenzyl)oxy)-6-(piperazin-1-yl)isonicotinonitrile C(#N)C1=CC(=C(COC=2C=C(C#N)C=C(N2)N2CCNCC2)C=C1)F